NC[C@@H](C)C1=CC=C(C#N)C=C1 (S)-4-(1-aminopropan-2-yl)benzonitrile